C(C)OC(=O)C=1N=NN(N1)C1=C(C=C(C=C1)F)F 2-(2,4-difluorophenyl)tetrazole-5-carboxylic acid ethyl ester